CN1C(N(C2=C1C=CC(=C2)NC2=CC=C(C=C2)N2CCC(CC2)C(F)(F)F)C)=NC 1,3-Dimethyl-2-(methylimino)-N-(4-(4-(trifluoromethyl)piperidin-1-yl)phenyl)-2,3-dihydro-1H-benzo[d]imidazol-5-amine